N1(CC1)CCNS(=O)(=O)C=1C=CC(=C(C(=O)N(CCC)CCC)C1)OC 5-(N-(2-(aziridine-1-yl)ethyl)sulfamoyl)-2-methoxy-N,N-dipropylbenzamide